sulfonyl-5-oxo-4H-triazolo[1,5-a]quinazoline-8-carbonitrile S(=O)(=O)=C1N=NN2C1NC(C1=CC=C(C=C21)C#N)=O